(R)-8-(methylsulfonyl)-3-(2-(4-(p-tolyl)piperazin-1-yl)ethyl)-2-oxa-8-azaspiro[4.5]decan-1-one CS(=O)(=O)N1CCC2(C[C@@H](OC2=O)CCN2CCN(CC2)C2=CC=C(C=C2)C)CC1